C(C)(C)NC1=CC(=NC=C1C=1SC(=NN1)N1C[C@H]2CC[C@@H](C1)C2N2C(OCC2)=O)C2=CC=C1N2N=CC(=C1)C#N 7-(4-(isopropylamino)-5-(5-((1R,5S,8s)-8-(2-oxooxazolidin-3-yl)-3-azabicyclo[3.2.1]oct-3-yl)-1,3,4-thiadiazol-2-yl)pyridin-2-yl)pyrrolo[1,2-b]pyridazine-3-carbonitrile